ClC=1N=CC(=NC1)N1CCN(CC1)C(=O)[O-] 4-(5-Chloropyrazin-2-yl)piperazine-1-carboxylate